2-[(2E)-2-(aminomethyl)-3-fluoroprop-2-en-1-yl]-4-[(5-bromothiophen-2-yl)methyl]-2,4-dihydro-3H-1,2,4-triazol-3-one hydrochloride Cl.NC/C(/CN1N=CN(C1=O)CC=1SC(=CC1)Br)=C\F